(1R,3R)-8-(5-((2-amino-3-chloropyridin-4-yl)thio)pyrazin-2-yl)-3-methyl-8-azaspiro[4.5]decan-1-amine NC1=NC=CC(=C1Cl)SC=1N=CC(=NC1)N1CCC2(C[C@H](C[C@H]2N)C)CC1